2-[4-[3-[1-(5-chloropyrimidin-2-yl)-4-piperidyl]propoxy]-2-fluoro-phenyl]-1-[3-[[[(2S,3R,4R,5R)-2,3,4,5,6-pentahydroxyhexyl]amino]methyl]azetidin-1-yl]ethanone formate C(=O)O.ClC=1C=NC(=NC1)N1CCC(CC1)CCCOC1=CC(=C(C=C1)CC(=O)N1CC(C1)CNC[C@@H]([C@H]([C@@H]([C@@H](CO)O)O)O)O)F